ClC=1C(=NC(=NC1)NC1COC1)C1=CC=C2CN(C(C2=C1)=O)CC(=O)N[C@H]([C@H](C)O)C1=CC=CC=C1 2-(6-{5-chloro-2-[(oxetan-3-yl)amino]pyrimidin-4-yl}-1-oxo-2,3-dihydro-1H-isoindol-2-yl)-N-[(1S,2S)-2-hydroxy-1-phenylpropyl]acetamide